2,2-bis(p-methylphenyl)-1,3-dimethoxypropane CC1=CC=C(C=C1)C(COC)(COC)C1=CC=C(C=C1)C